5-ethyl-5-methylhydantoin C(C)C1(C(NC(N1)=O)=O)C